N-(3-((2-((5-methyl-2-(4-methylpiperazin-1-yl)oxazol-4-yl)amino)-5-(trifluoromethyl)pyrimidin-4-yl)amino)propyl)cyclobutanecarboxamide CC1=C(N=C(O1)N1CCN(CC1)C)NC1=NC=C(C(=N1)NCCCNC(=O)C1CCC1)C(F)(F)F